C(C)OC=1C=CC(=NC1)C=1N(C(=NN1)C1CC(C1)NC(=O)C1=NC=C(C=C1)F)C1=C(C=CC=C1)F N-((1S,3r)-3-(5-(5-ethoxypyridin-2-yl)-4-(2-fluorophenyl)-4H-1,2,4-triazol-3-yl)cyclobutyl)-5-fluoropyridineamide